NC=1N=C(N(C(C1SC1=C(C(=NC=C1)N)Cl)=O)C)N1CC2=C([C@H](CC1)N[S@](=O)C(C)(C)C)C=CC=C2 (R)-N-((S)-2-(4-amino-5-((2-amino-3-chloropyridin-4-yl)thio)-1-methyl-6-oxo-1,6-dihydropyrimidin-2-yl)-2,3,4,5-tetrahydro-1H-benzo[c]azepin-5-yl)-2-methylpropane-2-sulfinamide